CC(=O)C1=CC(=C(C=C1)OC)OC 3,4-dimethoxyacetophenone